2,3-dichlorobenzotrifluoride ClC1=C(C=CC=C1Cl)C(F)(F)F